CN1CCC(=CC1)C1=NC=C(C(=C1)N)[N+](=O)[O-] 2-(1-methyl-1,2,3,6-tetrahydropyridin-4-yl)-5-nitropyridin-4-amine